CC(=O)N[C@@H]1[C@H]([C@@H]([C@H](O[C@@H]1O[C@H]2[C@H]([C@@H]([C@H](O[C@@H]2O[C@@H]3[C@@H]([C@H](O[C@@H]([C@H]3O[C@H]4[C@@H]([C@H]([C@@H]([C@H](O4)CO)O)O)O)[C@H](CO)O)O)O)[C@H](CO)OP(=O)(O)OCCN)O)OP(=O)(O)OCCN)CO)O)O The molecule is a branched amino tetrasaccharide and oligosaccharide phosphate comprising an N-acetyl-D-glucosamine residue, a D-glucose residue and two L-glycero-D-manno-heptose residues (one of which is phosphoethanolamine-substituted on O-3 and O-6), with linkages as shown. It is an amino tetrasaccharide and an oligosaccharide phosphate.